[Ru](Cl)(Cl)Cl.[Ru+2].N1=C(C=CC=C1)C1=NC=CC=C1.N1=C(C=CC=C1)C1=NC=CC=C1.N1=C(C=CC=C1)C1=NC=CC=C1 tris(2,2'-bipyridyl) ruthenium (II) ruthenium chloride